FC(C(=O)O)(F)F.N1CCC(CC1)NC1C(NC(CC1)=O)=O 3-(piperidin-4-ylamino)piperidine-2,6-dione trifluoroacetate